C(=CC)C=1C=CC=C(C1)C1=CC=CC=C1 5-(prop-1-en-1-yl)-1,1'-biphenyl